7-((8-(methyl-d3)-6,7,8,9-tetrahydro-5H-pyrido[2,3-C]azepin-2-yl)amino)-4-(6-methylpyrazolo[1,5-a]pyridin-3-yl)-1-oxoisoindoline-2-carboxylic acid tert-butyl ester C(C)(C)(C)OC(=O)N1C(C2=C(C=CC(=C2C1)C=1C=NN2C1C=CC(=C2)C)NC=2C=CC1=C(CN(CCC1)C([2H])([2H])[2H])N2)=O